8-(4-(1H-pyrazol-5-yl)phenyl)-6-(1-methyl-6-oxo-1,6-dihydropyridin-3-yl)-2-(2,2,2-trifluoroethylamino)pyrido[2,3-d]pyrimidin-7(8H)-one N1N=CC=C1C1=CC=C(C=C1)N1C(C(=CC2=C1N=C(N=C2)NCC(F)(F)F)C2=CN(C(C=C2)=O)C)=O